C1(CC1)C1=NOC(=C1)C1=CC=C(N)C=C1 4-(3-cyclopropylisoxazol-5-yl)aniline